1-(1-(2,6-dioxopiperidin-3-yl)-2,5-dioxo-2,5-dihydro-1H-pyrrol-3-yl)azetidine-3-carboxylic acid O=C1NC(CCC1N1C(C(=CC1=O)N1CC(C1)C(=O)O)=O)=O